N-cyclopropyl-6-fluoro-5-(5-((6-fluoro-3-methyl-4-oxo-4,5-dihydropyrazolo[1,5-a]quinoxalin-7-yl)methyl)-5,6-dihydropyrrolo[3,4-c]pyrazol-2(4H)-yl)picolinamide C1(CC1)NC(C1=NC(=C(C=C1)N1N=C2C(=C1)CN(C2)CC=2C(=C1NC(C=3N(C1=CC2)N=CC3C)=O)F)F)=O